2-(2-bromo-6-hydroxyphenoxy)-1-(4-chloro-2-fluorophenyl)ethane-1-one (S)-quinuclidin-3-yl((R)-6-fluoro-5-(4-isopropoxy-3-methylphenyl)-2,2-dimethyl-2,3-dihydro-1H-inden-1-yl)carbamate N12C[C@H](C(CC1)CC2)N(C(O)=O)[C@@H]2C(CC1=CC(=C(C=C21)F)C2=CC(=C(C=C2)OC(C)C)C)(C)C.BrC2=C(OCC(=O)C1=C(C=C(C=C1)Cl)F)C(=CC=C2)O